ClC1=CC(=C(S1)C1=CC=C(O[C@@H]2C[C@H](CCC2)C(=O)OC)C=C1)COC(N(C)C1CCCC1)=O methyl (1S,3S)-3-(4-(5-chloro-3-(((cyclopentyl(methyl)carbamoyl)oxy)methyl)thiophen-2-yl) phenoxy)cyclohexane-1-carboxylate